methyl 4-(2-(difluoromethyl)-3,5-difluorophenyl)-2-(fluoromethyl)-5-oxo-1,4,5,7-tetrahydrofuro[3,4-b]pyridine-3-carboxylate FC(C1=C(C=C(C=C1F)F)C1C2=C(NC(=C1C(=O)OC)CF)COC2=O)F